N=1N2C(=CC1)CCC2 5,6-dihydro-4H-pyrrolo[1,2-b]pyrazol